(((2R,4S)-1-acetyl-4-(4-(difluoromethoxy)-3-hydroxyphenyl)pyrrolidin-2-yl)methyl)-N5-ethyl-N5-methylpyridine-2,5-dicarboxamide C(C)(=O)N1[C@H](C[C@H](C1)C1=CC(=C(C=C1)OC(F)F)O)CC=1C(=NC=C(C1)C(=O)N(C)CC)C(=O)N